(2R,3S)-3-((2-(2-ethoxy-7-methylquinoxalin-5-yl)-5-fluorobenzo[d]thiazol-6-yl)oxy)butan-2-yl (2-methylpyrimidin-5-yl)carbamate CC1=NC=C(C=N1)NC(O[C@H](C)[C@H](C)OC1=CC2=C(N=C(S2)C2=C3N=CC(=NC3=CC(=C2)C)OCC)C=C1F)=O